2-(Dimethylamino)-N-((1s,4s)-4-((7-morpholino-1,6-naphthyridin-5-yl)oxy)cyclohexyl)acetamide CN(CC(=O)NC1CCC(CC1)OC1=C2C=CC=NC2=CC(=N1)N1CCOCC1)C